6-methyl-3-(6-(methylthio)pyrimidin-4-yl)imidazo[1,2-b]pyridazine CC=1C=CC=2N(N1)C(=CN2)C2=NC=NC(=C2)SC